1-ethyl-4-methylimidazolium tetrafluoroborate F[B-](F)(F)F.C(C)N1C=[NH+]C(=C1)C